C(C)(C)(C)OC(=O)N1CCN(CC1)C1=C(N(C=2N(C1=O)N=C(N2)N(C)C)CC(=O)O)CC {6-[4-(tert-butoxycarbonyl)piperazin-1-yl]-2-(dimethylamino)-5-ethyl-7-oxo-[1,2,4]triazolo[1,5-a]pyrimidin-4-yl}acetic acid